C(C)O[C@H]1C[C@H](C1)NC1=NN2C(C=N1)=C(C=C2)C=2C=NC1=NC=CC=C1C2 N-(cis-3-ethoxycyclobutyl)-5-(1,8-naphthyridin-3-yl)pyrrolo[2,1-f][1,2,4]triazin-2-amine